C(C1=CC=CC=C1)N(C(=O)C12CC(C1)(C2)C(=O)[O-])CC2=CC=CC=C2 3-(dibenzylcarbamoyl)bicyclo[1.1.1]pentane-1-carboxylate